(4S)-3-(4-azaspiro[2.4]heptan-4-yl)-6-azaspiro[3.4]octane C1CC12N(CCC2)C2CC[C@]21CNCC1